OC(CCCCC)CCCCC 6-hydroxyundecane